N-[5-amino-2-(4-methylpiperazin-1-yl)phenyl]-2-cyclopentylacetamide NC=1C=CC(=C(C1)NC(CC1CCCC1)=O)N1CCN(CC1)C